C(C1=CC=CC=C1)C1=NC2=C(N1)C=CC(=C2)C(=O)NC(C(C)(C)C)(C)C 2-Benzyl-N-(1,1,2,2-tetramethylpropyl)-1H-benzimidazole-5-carboxamide